5-methoxybenzofuran-2-carboxamide COC=1C=CC2=C(C=C(O2)C(=O)N)C1